(3-fluoro-8-(4-(trifluoromethyl)phenyl)imidazo[1,2-a]pyrazin-6-yl)methanamine hydrochloride Cl.FC1=CN=C2N1C=C(N=C2C2=CC=C(C=C2)C(F)(F)F)CN